N1(CCCC1)S(=O)(=O)C=1C=CC(NC1)=O 5-(pyrrolidin-1-ylsulfonyl)pyridin-2(1H)-one